tert-butyl (((1s,3s)-3-aminocyclobutyl)methyl)carbamate NC1CC(C1)CNC(OC(C)(C)C)=O